C[C@@H](CC)NC(O[C@H]1C[C@H](CC1)C1=NN(C(=C1)NC(=O)C1=CN=NN1C)C(C)(C)C)=O (1R,3S)-3-(1-tert-butyl-5-{[(1-methyl-1H-1,2,3-triazol-5-yl)carbonyl]amino}-1H-pyrazol-3-yl)cyclopentyl (2S)-butan-2-ylcarbamate